N[C@@H](C#N)[C@@H](C1=CC=C(C=C1)S(=O)(=O)C)O (2S,3R)-2-amino-3-hydroxy-3-(4-methanesulfonylphenyl)propionitrile